N1=C(C=CC=C1)CC1=C(C(=O)N)C=CC=C1 Pyridylmethylbenzamid